ClC1=CC=C(CNC(=O)[C@H]2N3C4=C(C=CC=C4C2)CC[C@@H](C3=O)NC([C@H]([C@H](CC)C)NC(COCCF)=O)=O)C=C1 (2S,5S)-5-{(2S,3S)-2-[2-(2-Fluoro-ethoxy)-acetylamino]-3-methyl-pentanoylamino}-4-oxo-1,2,4,5,6,7-hexahydro-azepino[3,2,1-hi]indole-2-carboxylic acid 4-chloro-benzylamide